(3-(difluoromethyl)-1-methyl-1H-pyrazol-5-yl)-3-methylbenzamide FC(C1=NN(C(=C1)C1=C(C(=O)N)C=CC=C1C)C)F